[Si](C)(C)(C(C)(C)C)OC[C@@H](COCCCCCCCCCCCCCCCCCC)OCC1=C(C=C(C#N)C=C1)F (R)-4-(((1-((tert-Butyldimethylsilyl)oxy)-3-(octadecyloxy)propan-2-yl)oxy)methyl)-3-fluorobenzonitrile